N1N=CC(=C1)C1CN(CCO1)C1=NC=CC(=C1)C1=CN=C2N1N=C(C=C2)C(F)(F)F 2-(1H-pyrazol-4-yl)-4-(4-(6-(trifluoromethyl)imidazo[1,2-b]pyridazin-3-yl)pyridin-2-yl)morpholine